sodium (4-(8-((2-cyclopropyl-5-ethoxy-4'-fluoro-[1,1'-biphenyl]-4-yl)methyl)-2-oxo-1-oxa-3,8-diazaspiro[4.5]decan-3-yl)phenyl)(methyl)phosphinate C1(CC1)C1=C(C=C(C(=C1)CN1CCC2(CN(C(O2)=O)C2=CC=C(C=C2)P([O-])(=O)C)CC1)OCC)C1=CC=C(C=C1)F.[Na+]